α-terpineol CC1=CCC(C(C)(O)C)CC1